C(C\C=C/CC)OC(C1=CC=CC=C1)=O benzoic acid (Z)-3-hexenyl ester